C=1(C(=CC(=CC1)S(=O)(=O)O)S(=O)(=O)O)S(=O)(=O)O 1,2,4-benzenetrisulfonic acid